2-(4-((S)-4-acryloyl-2-methylpiperazin-1-yl)-6-fluoro-7-(6-fluorobenzofuran-7-yl)-2-oxopyrido[2,3-d]pyrimidin-1(2H)-yl)-3-isopropylbenzonitrile C(C=C)(=O)N1C[C@@H](N(CC1)C=1C2=C(N(C(N1)=O)C1=C(C#N)C=CC=C1C(C)C)N=C(C(=C2)F)C2=C(C=CC=1C=COC12)F)C